3-[2-(prop-2-yn-1-yloxy)ethoxy]prop-1-yne C(C#C)OCCOCC#C